N-((7-(5-(difluoromethyl)-1,3,4-oxadiazol-2-yl)imidazo[1,2-a]pyridin-2-yl)methyl)-N-(3-fluorophenyl)-1-methylazetidine-3-carboxamide FC(C1=NN=C(O1)C1=CC=2N(C=C1)C=C(N2)CN(C(=O)C2CN(C2)C)C2=CC(=CC=C2)F)F